FCCOCC(=O)N[C@H](C(=O)N[C@H]1CCC=2C=CC=C3C[C@H](N(C23)C1=O)C(=O)NCP(O)(O)=O)[C@H](CC)C {[((2S,5S)-5-{(2S,3S)-2-[2-(2-Fluoro-ethoxy)-acetylamino]-3-methyl-pentanoylamino}-4-oxo-1,2,4,5,6,7-hexahydro-azepino[3,2,1-hi]indole-2-carbonyl)-amino]-methyl}-phosphonic acid